N-Cyclohexylaminoethyl methacrylate chloride [Cl-].C(C(=C)C)(=O)OCCNC1CCCCC1